γ-aminobutyryl-3-methyl-histidine NCCCC(=O)N[C@@H](CC1=CN=CN1C)C(=O)O